ClC=1C2=C(N(C(N1)=O)C([2H])([2H])[2H])C=CC(=N2)Cl 4,6-dichloro-1-(methyl-d3)pyrido[3,2-d]pyrimidin-2(1H)-one